O=S1(CCN(CC1)C=1C(C(C1NC1=CC=CC=C1)=O)=O)=O 3-(1,1-dioxothiomorpholinyl)-4-(phenylamino)cyclobut-3-ene-1,2-dione